C1=CC=CC=2C3=CC=CC=C3C(C12)COC(=O)N1[C@@H](CCC1)C(=O)O N-{[(9H-fluoren-9-ylmethyl)oxy]carbonyl}-L-proline